CC1=NC2=CC=C(C=C2C=C1)C1=CN=CS1 methyl-6-(thiazol-5-yl)quinolin